1-(3-oxabicyclo[3.1.0]hex-6-yl)-3-(3-((tert-butyldimethylsilyl)oxy)propoxy)-5-methyl-4-nitro-1H-pyrazole C12COCC2C1N1N=C(C(=C1C)[N+](=O)[O-])OCCCO[Si](C)(C)C(C)(C)C